4-Ethyl-1-(3-methoxybenzyl)-3-methyl-5-phenyl-3-((benzylseleno)methyl)-1H-pyrrol-2(3H)-one C(C)C=1C(C(N(C1C1=CC=CC=C1)CC1=CC(=CC=C1)OC)=O)(C[Se]CC1=CC=CC=C1)C